2-{[4-({4-[(14-azido-3,6,9,12-tetraoxatetradecan-1-yl)oxy]phenyl}(4-chlorophenyl)methyl)piperazin-1-yl]methyl}-N-[3-(dimethylamino)propyl]quinazolin-4-amine N(=[N+]=[N-])CCOCCOCCOCCOCCOC1=CC=C(C=C1)C(N1CCN(CC1)CC1=NC2=CC=CC=C2C(=N1)NCCCN(C)C)C1=CC=C(C=C1)Cl